(S)-quinuclidin-3-yl (7-(3,5-dimethoxyphenyl)-3,3-dimethylchroman-4-yl)carbamate COC=1C=C(C=C(C1)OC)C1=CC=C2C(C(COC2=C1)(C)C)NC(O[C@@H]1CN2CCC1CC2)=O